7-bromo-5-chloro-3-methylquinazoline-2,4(1H,3H)-dione BrC1=CC(=C2C(N(C(NC2=C1)=O)C)=O)Cl